CN(C(C=C)=O)C=1C=C2CCC(C2=CC1)OC1=CC(=CC=C1)C(F)(F)F N-methyl-N-(1-(3-(trifluoromethyl)phenoxy)-2,3-dihydro-1H-inden-5-yl)-acrylamide